[4-(2-chloro-4-mesyl-benzyl)oxypiperidino]-[6-(5-cyclopropyl-1H-1,2,4-triazol-3-yl)-2-azaspiro[3.3]heptan-2-yl]methanone ClC1=C(COC2CCN(CC2)C(=O)N2CC3(C2)CC(C3)C3=NNC(=N3)C3CC3)C=CC(=C1)S(=O)(=O)C